azetidin-3-oneAmide N1(CC(C1)=O)C(=O)N